C1(=CC=CC=C1)C=1C(=C2C(=CC1)N=C1C=CC3=C4C=CC=CC4=NC3=C12)C1=C(C=CC=C1)C1=NN=NC(=C1C1=C(C=CC=C1)C1=CC=CC=C1)C1=CC=CC=C1 phenyl-{[phenyl(biphenylyl)triazineyl]phenyl}indolocarbazole